O=C1NC(CCC1N1C(C2=CC=C(C=C2C1=O)CC=C)=O)=O 2-(2,6-dioxopiperidin-3-yl)-5-(prop-2-en-1-yl)-2,3-dihydro-1H-isoindole-1,3-dione